C[C@H]1N(C[C@@H](N(C1)C=1C2=C(N=C(N1)OC[C@H]1N(CCC1)C)CNCC2)C)C(=O)OC(C)(C)C tert-butyl (2R,5S)-2,5-dimethyl-4-[2-[[(2S)-1-methylpyrrolidin-2-yl]methoxy]-5,6,7,8-tetrahydropyrido[3,4-d]pyrimidin-4-yl]piperazine-1-carboxylate